C(C)(C)(C)OC(=O)C1=CC2=CC(=CC=C2C=C1)C.C(C)NC(=O)N1[C@H]([C@H](CCC1)NS(=O)(=O)C)CC1=NC(=CC=C1)C1=CC=CC=C1 cis-N-ethyl-3-((methylsulfonyl)amino)-2-((6-phenylpyridin-2-yl)methyl)piperidine-1-carboxamide Tert-Butyl-7-methylnaphthalene-2-carboxylate